2-(5-methyl-2-(3'H-spiro[cyclopropane-1,1'-isobenzofuran]-5'-yl)piperidin-1-yl)-2-oxoacetic acid CC1CCC(N(C1)C(C(=O)O)=O)C=1C=C2COC3(C2=CC1)CC3